O=C1NC(CC[C@H]1N1CC2=CC=C(C(=C2C1=O)F)CNC(OC1CC(C1)N1C(=CC=2C1=NC=CC2)C(F)(F)F)=O)=O (1r,3r)-3-(2-(trifluoromethyl)-1H-pyrrolo[2,3-b]pyridin-1-yl)cyclobutyl ((2-(2,6-dioxopiperidin-3-yl)-4-fluoro-3-oxoisoindolin-5-yl)methyl)carbamate